ClC=1C(=NC(=C(C(=O)NC2=CC(=NC=C2)S(N)(=O)=O)C1)N1C[C@H](OCC1)C(F)F)C |o1:22| (S or R)-5-chloro-2-(2-(difluoromethyl)morpholino)-6-methyl-N-(2-sulfamoylpyridin-4-yl)nicotinamide